1,3-diisopropyl-6-methoxyimidazo[1,2-a]pyridin-4-ium hydrogen carbonate C(O)([O-])=O.C(C)(C)N1C=C([N+]2=C1C=CC(=C2)OC)C(C)C